C(C)(C)(C)NS(=O)(=O)C=1SC(=C(C1F)C(C)(C)O)Cl N-(tert-butyl)-5-chloro-3-fluoro-4-(2-hydroxypropan-2-yl)thiophene-2-sulfonamide